C(C1=CC=CC=C1)OC(=O)NCCC[N+](C)(C)CC(=O)NCCNC(=O)OC(C)(C)C 3-(((benzyloxy)carbonyl)amino)-N-(2-((2-((tert-butoxycarbonyl)amino)ethyl)amino)-2-oxoethyl)-N,N-dimethylpropan-1-aminium